5-(hydroxymethyl)-2-(2-methoxy-2-oxoethyl)piperazine-1-carboxylic acid tert-butyl ester C(C)(C)(C)OC(=O)N1C(CNC(C1)CO)CC(=O)OC